The molecule is a dipeptide derivative which is used which is in combination with dasabuvir sodium hydrate, paritaprevir and ritonavir (under the trade name Viekira Pak) for treatment of chronic hepatitis C virus genotype 1 infection as well as cirrhosis of the liver. It has a role as an antiviral drug and a hepatitis C virus nonstructural protein 5A inhibitor. It is a member of pyrrolidines, a carbamate ester, an aromatic amide and a dipeptide. It derives from a Val-Pro. CC(C)[C@@H](C(=O)N1CCC[C@H]1C(=O)NC2=CC=C(C=C2)[C@@H]3CC[C@H](N3C4=CC=C(C=C4)C(C)(C)C)C5=CC=C(C=C5)NC(=O)[C@@H]6CCCN6C(=O)[C@H](C(C)C)NC(=O)OC)NC(=O)OC